ClC1=CN=C(S1)C(=O)NC1CC(CC(C1)OC)N1C(=NC=2C=NC(=CC21)C2=NNC=N2)C2=C(C=CC=C2)F 5-chloro-N-(3-(2-(2-fluorophenyl)-6-(1H-1,2,4-triazol-3-yl)-1H-imidazo[4,5-c]pyridin-1-yl)-5-methoxycyclohexyl)thiazole-2-carboxamide